C1(CC1)C1=NN(C=2N=C(NC(C21)=O)C)C(C)C2=C(C=C(C=C2)C(F)(F)F)F 3-Cyclopropyl-1-(1-(2-Fluoro-4-(Trifluoromethyl)Phenyl)Ethyl)-6-Methyl-1H-Pyrazolo[3,4-d]Pyrimidin-4(5H)-One